5-(benzo[d]thiazol-6-yl)-1-(6-methylpyridin-2-yl)-N-(4-(N-methylsulfamoyl)phenyl)-1H-pyrazole-3-carboxyamide S1C=NC2=C1C=C(C=C2)C2=CC(=NN2C2=NC(=CC=C2)C)CC(=O)NC2=CC=C(C=C2)S(NC)(=O)=O